CC1=CC=C(C=C1)S(=O)(=O)OC1=C(C=CC=C1)I [(4-methylphenyl)sulfonyl]oxyl-phenyliodide